ClC1=C(CNC(=O)[C@H]2C[C@@H](C3=NC=CC=C32)O)C(=CC(=C1)Cl)C (5s,7s)-N-(2,4-dichloro-6-methylbenzyl)-7-hydroxy-6,7-dihydro-5H-cyclopenta[b]pyridine-5-carboxamide